5-[4-(7,7-difluoro-5-azaspiro[2.4]heptan-5-yl)-7-fluoro-pyrazolo[4,3-c]pyridin-2-yl]-1H-pyrimidine-2,4-dione FC1(CN(CC12CC2)C2=NC=C(C=1C2=CN(N1)C=1C(NC(NC1)=O)=O)F)F